O[C@@H]1[C@H](C2CC[C@H]3[C@@H]4CC[C@H]([C@@H](CCCC(=CC(=O)[O-])C)C)[C@]4(CC[C@@H]3[C@]2(CC1)C)C)C 3β-hydroxy-4α-methylcholestenecarboxylate